trimethyl-[2-[(trimethylsilyl)methyl]benzyl]ammonium iodide [I-].C[N+](CC1=C(C=CC=C1)C[Si](C)(C)C)(C)C